6-methyl-5-nitro-N-(2,3,4,5-tetrafluorophenyl)isoquinolin-1-amine CC=1C(=C2C=CN=C(C2=CC1)NC1=C(C(=C(C(=C1)F)F)F)F)[N+](=O)[O-]